N[C@H](C(=O)NC)CC1CCOCC1 (2S)-2-amino-N-methyl-3-(oxan-4-yl)propanamide